C(#N)C=1C(=NC(=CC1C(F)(F)F)C)N1[C@@H](CCC1)C(=O)N(CC#CC=1SC=CN1)C1=CC=C(C=C1)F (S)-1-(3-cyano-6-methyl-4-(trifluoromethyl)pyridin-2-yl)-N-(4-fluorophenyl)-N-(3-(thiazol-2-yl)prop-2-yn-1-yl)pyrrolidine-2-carboxamide